FC=1C=C(C=C(C1)F)NC(C)C=1C=C(C=C2C(C=C(OC12)N1CCOCC1)=O)NS(=O)(=O)C N-(8-(1-((3,5-difluorophenyl)amino)ethyl)-2-morpholino-4-oxo-4H-chromen-6-yl)methanesulfonamide